3-(1-oxo-5-(((1R,2R)-2-(((tetrahydro-2H-pyran-4-yl)methyl)amino)cycloheptyl)oxy)isoindolin-2-yl)piperidine-2,6-dione O=C1N(CC2=CC(=CC=C12)O[C@H]1[C@@H](CCCCC1)NCC1CCOCC1)C1C(NC(CC1)=O)=O